N1(CCCC1)C12CC(C1)(C2)NC(C)=O N-[3-(pyrrolidin-1-yl)bicyclo[1.1.1]pentan-1-yl]acetamide